The molecule is a sulfur hydride. It is a conjugate base of a tetrasulfane. It is a conjugate acid of a tetrasulfide(2-). SSS[S-]